CC1=C(OC=2CCC3=CN(N=C3C21)CC2=NC=CC=C2)C(=O)NC[C@@H]2OCCC2 |r| 8-Methyl-2-(pyridin-2-ylmethyl)-N-[(2R/S)-tetrahydrofuran-2-ylmethyl]-4,5-dihydro-2H-furo[2,3-g]indazol-7-carboxamid